C(C)(C)(C)OC(=O)N1CCN(CC1)C1=C(C(=CC=C1)NCC=1OC=CC1)N 4-(2-amino-3-(furan-2-ylmethylamino)phenyl)piperazine-1-carboxylic acid tert-butyl ester